CC1=CC=C(C=C1)S(=O)(=O)OC[C@@H](C)O (R)-2-hydroxypropyl 4-methylbenzenesulfonate